[Cl-].[Cl-].O1CCOCC1 dioxane dichloride